[Cu].[N].[Cu] copper nitrogen compound with copper